CC1=CC=CC(=N1)C1=C(N=CN1)C=1C=C2C=C(C=NC2=CC1)C1=CN=C(S1)C(=O)OCC1CNC1 azetidin-3-ylmethyl 5-(6-(5-(6-methylpyridin-2-yl)-1H-imidazol-4-yl)quinolin-3-yl)thiazole-2-carboxylate